O1C(=O)C(=CC2=CC=CC=C12)[N+]1=CC=CC=C1 coumarinylpyridinium